methyl-3-fluoro-1,3-dimethyl-2-oxoindoline-5-carboxylate COC(=O)C=1C=C2C(C(N(C2=CC1)C)=O)(C)F